6-chloro-3-iodo-1-((2-(trimethylsilyl)ethoxy)methyl)-1H-pyrazolo[3,4-d]Pyrimidine ClC1=NC=C2C(=N1)N(N=C2I)COCC[Si](C)(C)C